racemic-ammonium tartrate sodium salt [Na+].C(=O)([O-])C(O)C(O)C(=O)[O-].[NH4+]